1-iodo-2,4-dichlorobenzene IC1=C(C=C(C=C1)Cl)Cl